(R)-1-(1-(1-((1H-1,2,4-triazol-3-yl)methoxy)-6,7-difluoroisoquinolin-4-yl)ethyl)-3-(3-chloro-4-fluorophenyl)-1-methylurea N1N=C(N=C1)COC1=NC=C(C2=CC(=C(C=C12)F)F)[C@@H](C)N(C(=O)NC1=CC(=C(C=C1)F)Cl)C